ClC=1C=CC(=C(C1)[C@@H]1[C@H](C1)C(=O)NC1=NC=NC(=C1)NCC=1N=C2N(C=C(C=C2N2C(CCC2)=O)C2CC2)C1)C#N (1S,2S)-2-(5-chloro-2-cyanophenyl)-N-(6-(((6-cyclopropyl-8-(2-oxopyrrolidin-1-yl)imidazo[1,2-a]pyridin-2-yl)methyl)amino)pyrimidin-4-yl)cyclopropane-1-carboxamide